tert-butyl N-[1-(2H-1,3-benzodioxol-5-yl) propan-2-yl]-N-methylcarbamate O1COC2=C1C=CC(=C2)CC(C)N(C(OC(C)(C)C)=O)C